propionitrile N,N-dibutyldithiocarbamate C(CCC)N(C(S)=S)CCCC.C(CC)#N